N-ethyl-2-(5-methoxy-7-methyl-1H-indol-3-yl)-N-methylethan-1-amine C(C)N(CCC1=CNC2=C(C=C(C=C12)OC)C)C